(2S)-4-hydroxy-1-(6-oxo-6-undecyloxy-hexyl)pyrrolidine-2-carboxylic acid [8-(1-hexylheptyloxy)-8-oxo-octyl] ester C(CCCCC)C(CCCCCC)OC(CCCCCCCOC(=O)[C@H]1N(CC(C1)O)CCCCCC(OCCCCCCCCCCC)=O)=O